((2R,3R,4R)-3,4-dihydroxy-1-methylpiperidin-2-yl)methyl (S)-1-(4-fluorophenyl)-3,4-dihydroisoquinoline-2(1H)-carboxylate FC1=CC=C(C=C1)[C@@H]1N(CCC2=CC=CC=C12)C(=O)OC[C@H]1N(CC[C@H]([C@@H]1O)O)C